NC1=C(C=NN1C(=O)N(C)C)CN 5-amino-4-(aminomethyl)-N,N-dimethyl-1H-pyrazole-1-carboxamide